N-(4-cyano-2-(trifluoromethyl)benzyl)-1-(4-methylbenzyl)piperidine-4-carboxamide C(#N)C1=CC(=C(CNC(=O)C2CCN(CC2)CC2=CC=C(C=C2)C)C=C1)C(F)(F)F